Cl.Cl.NCCCCNC1(N(C(C2=CC=CC=C12)=O)C1CC(NC(C1)=O)=O)NCCCCN 4-(bis(4-aminobutylamino)-1-oxoisoindolin-2-yl)piperidine-2,6-dione dihydrochloride